Ammonium dithionit S(=O)([O-])S(=O)[O-].[NH4+].[NH4+]